(pentamethylcyclopentadienyl)(2-isobutylindenyl)zirconium diiodide [I-].[I-].CC1=C(C(=C(C1(C)[Zr+2]C1C(=CC2=CC=CC=C12)CC(C)C)C)C)C